FC(OC1=CC=C(C=C1)N1N=C(C(C1=O)C(=O)NC1=CC(=CC=C1)C(C)(C1=CC=CC=C1)O)C)F 1-(4-(difluoromethoxy)phenyl)-N-(3-(1-hydroxy-1-phenylethyl)phenyl)-3-methyl-5-oxo-4,5-dihydro-1H-pyrazole-4-carboxamide